1-(4-chloro-3-fluorobenzyl)-4-(piperazin-1-yl)-2-(trifluoromethyl)-1H-indole ClC1=C(C=C(CN2C(=CC3=C(C=CC=C23)N2CCNCC2)C(F)(F)F)C=C1)F